CS(=O)(=O)C[C@]1(CN(CC1)C(C)(C)C1=NC=CC=C1)CCC1=CC=C(C#N)C=C1 (R)-4-(2-(3-((methylsulfonyl)methyl)-1-(2-(pyridin-2-yl)propan-2-yl)pyrrolidin-3-yl)ethyl)benzonitrile